trimethylolbutane diacrylate C(C=C)(=O)O.C(C=C)(=O)O.C(O)C(CCC)(CO)CO